3,6-dihydro-2H-pyridin N1CCC=CC1